FC=1C=C(CN2C3=C(SC(C2)C)C=CC(=C3)NC(=O)NC3=CNC2=CC=CC=C32)C=C(C1)F 1-(4-(3,5-difluorobenzyl)-2-methyl-3,4-dihydro-2H-benzo[b][1,4]thiazin-6-yl)-3-(1H-indol-3-yl)urea